CN1N=NC(=C1C(=O)O)C1=NC(=C(C=C1)NS(=O)(=O)C)C 1-methyl-4-(6-methyl-5-(N-methylsulfonylamino)pyridin-2-yl)-1H-1,2,3-triazole-5-carboxylic acid